(1R,3S)-3-(3-(pyridazin-4-ylamino)-1H-pyrazol-5-yl)cyclopentylcarbamic acid tert-butyl ester C(C)(C)(C)OC(N[C@H]1C[C@H](CC1)C1=CC(=NN1)NC1=CN=NC=C1)=O